ethylcyanoacetaldoxime C(C)C(C=NO)C#N